BrC=1N=C(N(C1)C)C(F)(F)F 4-bromo-1-methyl-2-(trifluoromethyl)-1H-imidazole